(R)-1-(2-((2-((3-chloro-2-fluorophenylmethyl)amino)-2-oxoethyl)(1-hydroxypropan-2-yl)amino)-2-oxoethyl)-5-(2-cyclopropylacetamido)-1H-indazole-3-carboxamide ClC=1C(=C(C=CC1)CNC(CN(C(CN1N=C(C2=CC(=CC=C12)NC(CC1CC1)=O)C(=O)N)=O)[C@@H](CO)C)=O)F